(carboxyl-carbonyl)-2,5-dichlorobenzene-1,4-dicarboxylic acid C(=O)(O)C(=O)C=1C(=C(C=C(C1C(=O)O)Cl)C(=O)O)Cl